ClC=1C=C2C(=NC1I)N=C(N2COCC[Si](C)(C)C)SCP(OCC)(=O)C ethyl (((6-chloro-5-iodo-1-((2-(trimethylsilyl)ethoxy)methyl)-1H-imidazo[4,5-b]pyridin-2-yl)thio)methyl)(methyl)phosphinate